N4,6-dimethyl-N2-[8-(3-pyrrolidin-1-ylpropoxy)-3,4-dihydro-2H-1,4-benzoxazin-6-yl]pyrimidine-2,4-diamine CNC1=NC(=NC(=C1)C)NC=1C=C(C2=C(NCCO2)C1)OCCCN1CCCC1